(2-((2-((3-amino-4-(2-(dimethylamino)-7-azaspiro[3.5]nonan-7-yl)phenyl)amino)-5-chloropyrimidin-4-yl)amino)phenyl)dimethylphosphine NC=1C=C(C=CC1N1CCC2(CC(C2)N(C)C)CC1)NC1=NC=C(C(=N1)NC1=C(C=CC=C1)P(C)C)Cl